Methyl 1-{[6-(cyclopentyloxy)-1-methyl-3,4-dihydro-2-naphthalenyl]methyl}-3-azetidinecarboxylate C1(CCCC1)OC=1C=C2CCC(=C(C2=CC1)C)CN1CC(C1)C(=O)OC